C1=CC(=C(C=C1C2=C(C=C3C(=CC(=O)C=C3O2)O)O[C@H]4[C@@H]([C@H]([C@@H]([C@H](O4)CO)O)O)O[C@H]5[C@@H]([C@H]([C@@H]([C@H](O5)C(=O)[O-])O)O)O)O)[O-] The molecule is an organic anion obtained by deprotonation of the 5 and 7 positions of cyanidin 3-O-(2-O-beta-D-glucuronosyl)-beta-D-glucoside. It is the major microspecies at pH 7.3 (according to Marvin v 6.2.0.). It derives from a cyanidin cation. It is a conjugate base of a cyanidin 3-O-(2-O-beta-D-glucuronosyl)-beta-D-glucoside betaine.